C(C)(C)(C)C1=CC=C(C=C1)C1CC(C1)NC 3-(4-(tert-butyl)phenyl)-N-methylcyclobutan-1-amine